ICC(=O)NCCCCCCNC(CI)=O N,N'-hexamethylenebis(iodoacetamide)